C(C)(=O)NCCC1=CC=C(C=C1)NC(OC(C)(C)C)=O tert-butyl (4-(2-acetamidoethyl) phenyl)-carbamate